C(=O)C=1C=CC=2OCCN(C2N1)C(=O)OC(C)(C)C tert-butyl 6-formyl-2,3-dihydro-4H-pyrido[3,2-b][1,4]oxazine-4-carboxylate